CC(=CN1C(C=CC=C1)C)C N-(2-methylpropenyl)methyl-pyridine